[Si](C)(C)(C(C)(C)C)OCCN1N=C(C2=CC=C(C=C12)NC1(CN(CC1)C(=O)OC(C)(C)C)C1=C(C(=CC=C1F)Cl)Cl)C tertbutyl 3-[(1-{2-[(tert-butyldimethylsilyl)oxy]ethyl}-3-methylindazol-6-yl)amino]-3-(2,3-dichloro-6-fluorophenyl)pyrrolidine-1-carboxylate